C(C)(C)OC=1C=CC(=NC1)C(N)=N 5-isopropoxypicolinimidamide